C(CCCCCCCCCCCCCCC)N(C(CCNC([C@@H](N)CCCNC(N)=N)=O)=O)CCCCCCCC\C=C/CCCCCCCC L-arginyl-β-alanine-N-palmityl-N-oleyl-amide